[C-]#N.C(CCC)[NH+]1C(CCC1)CCCC 1,2-dibutylpyrrolidinium cyanide